acetone gallate C(C1=CC(O)=C(O)C(O)=C1)(=O)O.CC(=O)C